[7-[2,4-difluoro-6-(2-methoxyethoxy)phenyl]-4-(1-methylindazol-5-yl)thieno[3,2-c]pyridin-6-yl]methanamine FC1=C(C(=CC(=C1)F)OCCOC)C=1C2=C(C(=NC1CN)C=1C=C3C=NN(C3=CC1)C)C=CS2